5-(2-methyl-1-(tetrahydro-2H-pyran-4-yl)-1H-imidazo[4,5-b]pyridin-6-yl)-N-(oxetan-3-yl)pyrrolo[2,1-f][1,2,4]triazin-2-amine CC=1N(C=2C(=NC=C(C2)C=2C=CN3N=C(N=CC32)NC3COC3)N1)C1CCOCC1